N(CCO)(CCO)CCO.S(=O)(=O)(OCCCCCCCCCCCC)O dodecyl sulfate triethanolamine salt